NC\C=C(\CN1C(=NC2=C1C=CC=C2C=2C=C(C=CC2)S(=O)(=O)NC2CC2)C(F)(F)F)/F (Z)-3-(1-(4-amino-2-fluoro-but-2-en-1-yl)-2-(trifluoromethyl)-1H-benzo[d]imidazol-4-yl)-N-cyclopropylbenzenesulfonamide